ClCC1=NC2=CC(=CC(=C2C(N1)=O)F)OCC1CCOCC1 2-(chloromethyl)-5-fluoro-7-((tetrahydro-2H-pyran-4-yl)methoxy)quinazolin-4(3H)-one